C1(CC1)C(=O)NC1=NC=C(C(=O)N)C(=C1)NC1=C(C(=CC=C1)C=1C=NN(C1)[C@H]1COC[C@@H]1OC([2H])([2H])[2H])OC 6-(cyclopropanecarboxamido)-4-((2-methoxy-3-(1-((3S,4R)-4-(methoxy-d3)tetrahydrofuran-3-yl)-1H-pyrazol-4-yl)phenyl)amino)nicotinamide